butanedioic acid amide C(CCC(=O)O)(=O)N